(R)-5-(4-((6-(4-(difluoromethyl)-1H-imidazol-1-yl)pyridin-3-yl)methyl)piperazin-2-yl)-4-methylisobenzofuran-1(3H)-one FC(C=1N=CN(C1)C1=CC=C(C=N1)CN1C[C@H](NCC1)C=1C(=C2COC(C2=CC1)=O)C)F